4-(ethoxymethyl)-1-((1-methyl-1H-pyrazol-4-yl)methyl)-4-(2-(2-methylthiophen-3-yl)ethyl)piperidine C(C)OCC1(CCN(CC1)CC=1C=NN(C1)C)CCC1=C(SC=C1)C